OC(CC(CC(CC(CCCC(OCCCCC)OC(CCCC(CC(CC(CC(C)O)C)C)C)OCCCCC)C)C)C)C 10-hydroxy-4,6,8-trimethylundecylpentyloxymethyl ether